2-(3,5-dichloroisonicotinamido)-4-(3-(2-(5,6,7,8-tetrahydro-1,8-naphthyridin-2-yl)ethyl)pyrrolidin-1-yl)butanoic acid ClC1=C(C(=O)NC(C(=O)O)CCN2CC(CC2)CCC2=NC=3NCCCC3C=C2)C(=CN=C1)Cl